tert-butyl ((1R)-1-(3-(2-cyclopropyl-1,1-difluoro-2-hydroxypropyl)-2-fluorophenyl)ethyl)-carbamate C1(CC1)C(C(F)(F)C=1C(=C(C=CC1)[C@@H](C)NC(OC(C)(C)C)=O)F)(C)O